C1(OCCCCO1)=S tetramethylene thionocarbonate